NC1=C2N=CN(C2=NC(=N1)F)[C@H]1C[C@@H]([C@@](O1)(C#C)CO[P@](=O)(OC1=CC=CC=C1)N[C@@H](C)C(=O)OCC(CC)CC)OC(=O)OCCCCCCCC 2-Ethylbutyl ((S)-(((2R,3S,5R)-5-(6-amino-2-fluoro-9H-purin-9-yl)-2-ethynyl-3-(((octyloxy)carbonyl)oxy) tetrahydrofuran-2-yl)methoxy)(phenoxy)phosphoryl)-L-alaninate